COC1=C(C=C(C=C1)NC1=NC=C(C(=N1)NN1C(OC2=C1C=CC=C2)=O)C)C(=O)N2CCOCC2 (2-(4-methoxy-3-(morpholine-4-carbonyl)phenylamino)-5-methylpyrimidin-4-ylamino)benzo[d]oxazol-2(3H)-one